BrC1=C(C=C2C(=NC(=NC2=C1F)N1CC(C1)N(C)C)N1CCN(CC1)C(=O)OC(C)(C)C)Cl tert-butyl 4-(7-bromo-6-chloro-2-(3-(dimethylamino)azetidine-1-yl)-8-fluoroquinazolin-4-yl)piperazin-1-carboxylate